COC[C@@H]1CCC2=C(C=3CCCC3C=C12)NC(=O)N=[S@](=O)(N)C=1C=NN2C1OCCC2 (R)-N'-(((R)-1-(methoxymethyl)-1,2,3,5,6,7-hexahydro-s-indacen-4-yl)carbamoyl)-6,7-dihydro-5H-pyrazolo[5,1-b][1,3]oxazine-3-sulfonimidamide